C(C1=CC=CC=C1)N1S(OC2C1CN(C2)C(=O)OC(C)(C)C)=O (3s,6s)-tert-butyl 3-benzyltetrahydropyrrolo[3,4-d][1,2,3]oxathiazole-5(3H)-carboxylate 2-oxide